P(=O)(O)(O)OCC[C@H](N)C(=O)O homoserine orthophosphate